dimethylol diacrylate C(C=C)(=O)OCO.C(C=C)(=O)OCO